C(CC(C)C)(=O)OC\C=C\C1=CC=CC=C1 (E)-Cinnamyl isovalerate